ClC=1C(=CC(=NC1)OC)C1=CC(=NN1)C(=O)N1CCC(CC1)C(=O)NC1CNC(C1)=O 1-[5-(5-chloro-2-methoxypyridin-4-yl)-1H-pyrazole-3-carbonyl]-N-(5-oxopyrrolidin-3-yl)piperidine-4-carboxamide